5-(5-fluoro-7-hydroxy-1,2,3,4-tetrahydroquinolin-6-yl)-1,2,5-thiadiazolidin-3-one 1,1-dioxide FC1=C2CCCNC2=CC(=C1N1CC(NS1(=O)=O)=O)O